3-methacrylamidopropyltrimethylammonium chlorid [Cl-].C(C(=C)C)(=O)NCCC[N+](C)(C)C